CN(CCCN1C(=C(C=2C(=C3C(=NC21)CCCCC3)N)C)C)C (3-(dimethylamino)propyl)-2,3-dimethyl-1,5,6,7,8,9-hexahydrocyclohepta[b]pyrrolo[3,2-e]pyridin-4-amine